Tert-butyl ((1R,3S)-3-((5-chloro-4-(5-methyl-5,6-dihydro-4H-pyrrolo[1,2-b]pyrazol-3-yl)pyridin-2-yl)carbamoyl)cyclohexyl)carbamate ClC=1C(=CC(=NC1)NC(=O)[C@@H]1C[C@@H](CCC1)NC(OC(C)(C)C)=O)C1=C2N(N=C1)CC(C2)C